CN(CCNC1=CC(=C2CN(C(C2=C1)=O)C1CCC(CC1)C(=O)NC1=NN(C=C1)CCO)C)C (1s,4s)-4-(6-((2-(dimethylamino)ethyl)amino)-4-methyl-1-oxoisoindolin-2-yl)-N-(1-(2-hydroxyethyl)-1H-pyrazol-3-yl)cyclohexane-1-carboxamide